CN1N=C(C2=C(C1=O)N=CC=C2)C(=O)N2CCN(CC2)C(=O)OC(C)(C)C tert-butyl 4-(7-methyl-8-oxo-7,8-dihydropyrido[2,3-d]pyridazine-5-carbonyl)piperazine-1-carboxylate